(R or S)-2-(1-cyclopropyl-2-hydroxy-2-methylpropyl)-7-((6,7-dihydro-5H-cyclopenta[b]pyridin-4-yl)methoxy)isoindolin-1-one C1(CC1)[C@H](C(C)(C)O)N1C(C2=C(C=CC=C2C1)OCC1=C2C(=NC=C1)CCC2)=O |o1:3|